ClC1=CC(=C(C=C1)S(=O)(=O)NCC#C)[N+](=O)[O-] 4-chloro-2-nitro-N-(prop-2-yn-1-yl)benzenesulfonamide